2-(2-(4-(trifluoromethyl)phenoxy)acetyl)-8-(3-(trifluoromethyl)phenyl)-1,3,4,12a-tetrahydrobenzo[e]pyrazino[1,2-a][1,4]diazepine-6,12(2H,11H)-dione FC(C1=CC=C(OCC(=O)N2CC3N(C(C4=C(NC3=O)C=CC(=C4)C4=CC(=CC=C4)C(F)(F)F)=O)CC2)C=C1)(F)F